C(CCCCCCCCCCCCCCC)(=O)OC[C@@H](OC(CCCCCCCCCCCCCC)=O)COP(=O)([O-])OCC[N+](C)(C)C 1-hexadecanoyl-2-pentadecanoyl-sn-glycero-3-phosphocholine